1-[3-chloro-2-(2-hydroxyethyl)phenyl]-3-(3-fluoro-5-methoxyphenyl)urea ClC=1C(=C(C=CC1)NC(=O)NC1=CC(=CC(=C1)OC)F)CCO